[Na].FC1=C(C=CC(=C1)F)CNC(=O)C=1C(C(=C2N(C[C@@H]3OCC[C@H](N3C2=O)C)C1)O)=O (4R,12aS)-9-{[(2,4-difluorophenyl)methyl]Carbamoyl}-4-methyl-6,8-dioxo-3,4,6,8,12,12a-hexahydro-2H-pyrido[1',2':4,5]Pyrazino[2,1-b][1,3]Oxazin-7-ol sodium salt